N-(2-aminophenyl)-4-((4-(((2-phenylcyclopropyl)amino)methyl)-1H-1,2,3-triazol-1-yl)methyl)benzamide TFA Salt OC(=O)C(F)(F)F.NC1=C(C=CC=C1)NC(C1=CC=C(C=C1)CN1N=NC(=C1)CNC1C(C1)C1=CC=CC=C1)=O